C(#C)[C@@]1(OC(C[C@@H]1OC(C1=CC=C(C=C1)C)=O)OCCCC=C)OC(C1=C(C=C(C=C1)C)C)=O Methyl-4-methylbenzoic acid [(2R,3S)-2-ethynyl-3-(4-methylbenzoyl) oxy-5-pent-4-enyloxy-tetrahydrofuran-2-yl] ester